O1C(CC2=C1C=CC=C2)CC(=O)O 2-(2,3-dihydrobenzofuran-2-yl)acetic acid